(R)-1-((S)-1-(3-chloro-2-(chloromethyl)-5-fluorophenyl)ethyl)-3-hydroxypiperidin-2-one ClC=1C(=C(C=C(C1)F)[C@H](C)N1C([C@@H](CCC1)O)=O)CCl